N-(4-{1-[(3-fluoro-4-methoxyphenyl)carbonyl]piperidin-4-yl}butyl)-1H-pyrrolo[3,2-c]pyridine-2-carboxamide FC=1C=C(C=CC1OC)C(=O)N1CCC(CC1)CCCCNC(=O)C1=CC=2C=NC=CC2N1